CS(=O)(=O)C1=CC=C(C=C1)C=1C=C2C(=CNC2=CC1)C=O 5-[4-(METHYLSULFONYL)PHENYL]-1H-INDOLE-3-CARBALDEHYDE